5-(4,4,5,5-tetramethyl-1,3,2-dioxaborolan-2-yl)furan-2-carboxylic acid methyl ester COC(=O)C=1OC(=CC1)B1OC(C(O1)(C)C)(C)C